C(C)(C)(C)C1=NOC(=N1)C(=O)N[C@H]1CCCCC2=C1C=CC(=C2)C2=CC(=NC=C2)NC(=O)C2CC2 (S)-3-(tert-butyl)-N-(2-(2-(cyclopropanecarboxamido)pyridin-4-yl)-6,7,8,9-tetrahydro-5H-benzo[7]annulen-5-yl)-1,2,4-oxadiazole-5-carboxamide